C(C=C)(=O)N1CC2(C1)CN(CC2)C2=C(C(=NC(=N2)OC[C@H]2N(CCC2)C)NC2=C(C(=O)N)C=CC=C2)C#N (S)-2-((6-(2-acryloyl-2,6-diazaspiro[3.4]octan-6-yl)-5-cyano-2-((1-methylpyrrolidin-2-yl)methoxy)pyrimidin-4-yl)amino)benzamide